sodium (2S,3R)-2-ethyl-4-hydroxy-3-[(3-methylimidazol-4-yl)methyl]butanoate C(C)[C@H](C(=O)[O-])[C@H](CO)CC=1N(C=NC1)C.[Na+]